C(C)C1=CC(=C(C=C1)NS(=O)(=O)C1=CC=C(C=C1)C)C#C N-(4-ethyl-2-ethynylphenyl)-4-methylbenzenesulfonamide